4-glycidoxy-N,N-diglycidyl-aniline 2,2,2-Trifluoroethyl-5-fluoro-2-((pyrazine-2-carboxamido)methyl)benzofuran-7-carboxylate FC(COC(=O)C1=CC(=CC=2C=C(OC21)CNC(=O)C2=NC=CN=C2)F)(F)F.C(C2CO2)OC2=CC=C(N(CC1CO1)CC1CO1)C=C2